2-amino-N-(5-(5-methyl-1,2,4-oxadiazol-3-yl)-2,3-dihydro-1H-inden-1-yl)isonicotinamide NC=1C=C(C(=O)NC2CCC3=CC(=CC=C23)C2=NOC(=N2)C)C=CN1